diphenyl-trimethylphenyl-sulfonium p-toluenesulfonate CC1=CC=C(C=C1)S(=O)(=O)[O-].C1(=CC=CC=C1)[S+](C1=C(C(=C(C=C1)C)C)C)C1=CC=CC=C1